BrCC1=CC(=CC(=C1)CBr)CBr 1,3,5-tris-bromomethylbenzene